5-[2-[5-(2-aminoethyl)pyrimidin-2-yl]-5-fluorophenoxy]-N,N-diethyl-1-methylpyrazol-3-amine NCCC=1C=NC(=NC1)C1=C(OC2=CC(=NN2C)N(CC)CC)C=C(C=C1)F